N-(3-(2-hydroxypropane-2-yl)benzyl)-2-(7-methoxy-9H-carbazol-2-yl)acetamide OC(C)(C)C=1C=C(CNC(CC2=CC=3NC4=CC(=CC=C4C3C=C2)OC)=O)C=CC1